11-Octadecenoic acid, methyl ester C(CCCCCCCCCC=CCCCCCC)(=O)OC